ClC1=NC=CC(=C1C)CN (2-chloro-3-methylpyridin-4-yl)methanamine